ClC1=C(C(=O)NC2=C3C=NN(C3=CC=C2)C=2C=NC=C(C2)COC)C=C(C=C1)CNC(C(C)(C)C)=O 2-Chloro-5-{[(2,2-dimethylpropionyl)amino]methyl}-N-{1-[5-(methoxymethyl)pyridin-3-yl]-1H-indazol-4-yl}benzamide